O=C1NC(CCC1N1C(C2=CC=C(C=C2C1=O)NCCCN1CC(CCC1)N1CCN(CC1)C1=NC=CC=C1)=O)=O 2-(2,6-dioxopiperidin-3-yl)-5-((3-(3-(4-(pyridin-2-yl)piperazin-1-yl)piperidin-1-yl)propyl)amino)isoindoline-1,3-dione